2'-chloro-N-{5-[4-chloro-1-(difluoromethyl)-1H-pyrazole-3-carbonyl]-4H,5H,6H-pyrrolo[3,4-d][1,3]thiazol-2-yl}-5'-methoxy-6-methyl-[4,4'-bipyridine]-3-carboxamide ClC1=NC=C(C(=C1)C1=C(C=NC(=C1)C)C(=O)NC=1SC2=C(N1)CN(C2)C(=O)C2=NN(C=C2Cl)C(F)F)OC